N-[4-[(6,7-dimethoxy-1,5-naphthyridin-4-yl)oxy]phenyl]-4-ethoxy-1-(5-fluoropyridin-2-yl)-2-oxopyridine-3-carboxamide COC=1N=C2C(=CC=NC2=CC1OC)OC1=CC=C(C=C1)NC(=O)C=1C(N(C=CC1OCC)C1=NC=C(C=C1)F)=O